3,7-dihydroxy-2-phenyl-2,3-dihydrochromen-4-one OC1C(OC2=CC(=CC=C2C1=O)O)C1=CC=CC=C1